Bis(2-ethylbutyl) 9,9'-((4-((2-(4-(2-((4-(bis(2-hydroxy-7-(isopentyloxy)-7-oxoheptyl)amino)-butanoyl)oxy)ethyl)piperazin-1-yl)ethyl)disulfaneyl)butyl)azanediyl)bis(8-hydroxynonanoate) OC(CN(CCCC(=O)OCCN1CCN(CC1)CCSSCCCCN(CC(CCCCCCC(=O)OCC(CC)CC)O)CC(CCCCCCC(=O)OCC(CC)CC)O)CC(CCCCC(OCCC(C)C)=O)O)CCCCC(=O)OCCC(C)C